bromopentanoic acid anhydride BrC(C(=O)OC(C(CCC)Br)=O)CCC